thieno[2,3-b]pyrazin-7-amine N1=C2C(=NC=C1)SC=C2N